(E)-3,4-dihydronaphthalene C1=CCCC2=CC=CC=C12